tert-butyl N-[[4-(3-hydroxypropyl)phenyl]methyl]-N-methyl-carbamate tert-butyl-3-[4-[[tert-butoxycarbonyl(methyl)amino]methyl]phenyl]propanoate C(C)(C)(C)OC(CCC1=CC=C(C=C1)CN(C)C(=O)OC(C)(C)C)=O.OCCCC1=CC=C(C=C1)CN(C(OC(C)(C)C)=O)C